(1R,2R)-N-(7-chloro-6-(1,4-dioxaspiro[4.5]decan-8-yl)isoquinolin-3-yl)-2-(pyridin-2-yl)cyclopropane-1-carboxamide ClC1=C(C=C2C=C(N=CC2=C1)NC(=O)[C@H]1[C@@H](C1)C1=NC=CC=C1)C1CCC2(OCCO2)CC1